N-(azetidin-3-yl)-5-decylbenzo[d]oxazol-2-amine 2,2,2-trifluoroacetate FC(C(=O)O)(F)F.N1CC(C1)NC=1OC2=C(N1)C=C(C=C2)CCCCCCCCCC